ClC=1C(=C(C(=CC1)C(F)F)C1=CN=CC(=N1)C(=O)NC=1C=NN(C1)[C@H](C)C1=NC(=C(C=C1)N1C([C@@H]2C[C@@H]2C1)=O)C)F |o1:24| 6-(3-Chloro-6-(difluoromethyl)-2-fluorophenyl)-N-(1-((R or S)-1-(6-methyl-5-((1R,5S)-2-oxo-3-azabicyclo[3.1.0]hexan-3-yl)pyridin-2-yl)ethyl)-1H-pyrazol-4-yl)pyrazine-2-carboxamide